N-(3,5-bis(trifluoromethyl)phenyl)-5-bromobenzo[d]isoxazol-3-amine FC(C=1C=C(C=C(C1)C(F)(F)F)NC1=NOC2=C1C=C(C=C2)Br)(F)F